2-Chloro-4-(3-methyl-8-(6-(2-oxo-7-azaspiro[3.5]nonane-7-carbonyl)pyridin-3-yl)-2,8-diazaspiro[4.5]decan-2-yl)benzonitrile ClC1=C(C#N)C=CC(=C1)N1CC2(CC1C)CCN(CC2)C=2C=NC(=CC2)C(=O)N2CCC1(CC(C1)=O)CC2